C(C)C1=NC(=NO1)C=1C=C2CC[C@H](C2=CC1)NC(CC1=CC=CC=C1)=O (R)-N-(5-(5-ethyl-1,2,4-oxadiazol-3-yl)-2,3-dihydro-1H-inden-1-yl)-2-phenylacetamide